[O].P(O)(O)(=O)F fluorophosphoric acid oxygen